5-(2-methylbenzo[d]thiazol-6-yl)-N-(3-(4-methylpiperazin-1-yl)phenyl)-7H-pyrrolo[2,3-d]pyrimidin-2-amine CC=1SC2=C(N1)C=CC(=C2)C2=CNC=1N=C(N=CC12)NC1=CC(=CC=C1)N1CCN(CC1)C